tert-butyl N-[[1-(2-cyanophenyl)-4-piperidyl]methyl]carbamate C(#N)C1=C(C=CC=C1)N1CCC(CC1)CNC(OC(C)(C)C)=O